5-(4-hydroxy-3-nitrophenyl)-2-methylpentanoic acid OC1=C(C=C(C=C1)CCCC(C(=O)O)C)[N+](=O)[O-]